tert-Butyl 3-(2-(nonyl(4-oxo-4-(pentyloxy)butyl)amino)ethyl)pyrrolidine-1-carboxylate C(CCCCCCCC)N(CCC1CN(CC1)C(=O)OC(C)(C)C)CCCC(OCCCCC)=O